CC=1N(C=2C(=NC=C(C2)C=2C=CN3N=C(N=CC32)N[C@@H]3CC[C@@H](CC3)OC(F)(F)F)N1)C1CCOCC1 5-(2-methyl-1-(tetrahydro-2H-pyran-4-yl)-1H-imidazo[4,5-b]pyridin-6-yl)-N-(cis-4-(trifluoromethoxy)cyclohexyl)pyrrolo[2,1-f][1,2,4]triazin-2-amine